N-((1r,4r)-4-((5-(8-fluoroimidazo[1,2-a]pyridin-6-yl)-7H-pyrrolo[2,3-d]pyrimidin-2-yl)amino)cyclohexyl)acetamide FC=1C=2N(C=C(C1)C1=CNC=3N=C(N=CC31)NC3CCC(CC3)NC(C)=O)C=CN2